CN1N=C2C(CN(C=3C(=NC=CC23)NC2=C(N=NC=C2)C(=O)NC([2H])([2H])[2H])C)=N1 4-((2,5-dimethyl-4,5-dihydro-2H-[1,2,3]triazolo[4,5-c][1,7]naphthyridin-6-yl)amino)-N-(methyl-d3)pyridazine-3-carboxamide